2-chloro-N-(3-(5-chlorobenzo[d]oxazol-2-yl)-2-methylphenyl)-4-nitrobenzamid ClC1=C(C(=O)NC2=C(C(=CC=C2)C=2OC3=C(N2)C=C(C=C3)Cl)C)C=CC(=C1)[N+](=O)[O-]